1-(cyclobutyl-methyl)-8-dimethylamino-8-phenyl-3-[[6-(trifluoromethyl)-pyridin-3-yl]-methyl]-1,3-diazaspiro[4.5]decan-2-one C1(CCC1)CN1C(N(CC12CCC(CC2)(C2=CC=CC=C2)N(C)C)CC=2C=NC(=CC2)C(F)(F)F)=O